3-((S)-6-(6-(allyloxy)-2,3-dichlorophenyl)-6,7-dihydro-5H-pyrrolo[2,1-c][1,2,4]triazol-3-yl)pyrrolidine-1-carboxylic acid tert-butyl ester C(C)(C)(C)OC(=O)N1CC(CC1)C=1N2C(=NN1)C[C@H](C2)C2=C(C(=CC=C2OCC=C)Cl)Cl